tert-butyl (-)-2,2-difluoro-7-(4-(methoxycarbonyl) phenyl)-8-azaspiro[4.5]dec-6-ene-8-carboxylate FC1(CC2(CC1)C=C(N(CC2)C(=O)OC(C)(C)C)C2=CC=C(C=C2)C(=O)OC)F